(4-Iodophenyl)(Phenyl)Methanol IC1=CC=C(C=C1)C(O)C1=CC=CC=C1